N(=[N+]=[N-])CCOCCOCC(C)(C)NS(=O)(=O)C1=CC=C(C=C1)OCC1=CC=CC=C1 N-[1-[2-(2-azidoethoxy)ethoxy]-2-methylpropan-2-yl]-4-(benzyloxy)benzene-1-sulfonamide